1-(4-chlorophenyl)-3-(4-nitrophenyl)urea ClC1=CC=C(C=C1)NC(=O)NC1=CC=C(C=C1)[N+](=O)[O-]